4-((4-methyl-3-(5-(naphthalen-1-ylmethyl)-1,2,4-oxadiazol-3-yl)phenyl)amino)cyclohexane-1-carboxylic acid CC1=C(C=C(C=C1)NC1CCC(CC1)C(=O)O)C1=NOC(=N1)CC1=CC=CC2=CC=CC=C12